FC=1C=C(C=CC1OC1=NC=NC2=CC(=C3C(=C12)OCCO3)OCCCN3CCOCC3)NC(=O)NC3=C(C=CC(=C3)C(F)(F)F)F 1-(3-fluoro-4-((5-(3-morpholinopropoxy)-2,3-dihydro-[1,4]dioxino[2,3-f]quinazolin-10-yl)oxy)phenyl)-3-(2-fluoro-5-(trifluoromethyl)phenyl)urea